N[C@@H](CCSC)C(=O)N[C@@H](CCCCN)C(=O)[O-].C[N+]1=CC=C(C=C1)CCCC 1-methyl-4-butylpyridinium methionyl-lysine salt